NC1CCN(CC1)C=1N(C(C(=C(N1)C1=CC(=C(C#N)C=C1)F)C=1C=NC(=NC1)N(C)C)=O)C 4-[2-(4-amino-piperidin-1-yl)-2'-dimethylamino-1-methyl-6-oxo-1,6-dihydro-[5,5']bipyrimidinyl-4-yl]-2-fluoro-benzonitrile